7,7-dimethyl-7,12-dihydrobenzo[4,5]thieno[3,2-g]indeno[1,2-b]indole CC1(C2=CC=CC=C2C=2NC=3C4=C(C=CC3C21)C2=C(S4)C=CC=C2)C